N-(6-bromo-3-fluoropyridin-2-yl)-2-azabicyclo[3.1.0]hexane-3-carboxamide BrC1=CC=C(C(=N1)NC(=O)C1NC2CC2C1)F